ClC1=C(CN2CC(C(CC2)(O)C=2C=C(C(=O)N)C=CC2)CN(C)C)C=CC(=C1)F syn-3-(1-(2-chloro-4-fluorobenzyl)-3-((dimethylamino)methyl)-4-hydroxypiperidin-4-yl)benzamide